5-Fluoro-7-((trans-2-fluorocyclopentyl)amino)-2-(((tetrahydro-2H-pyran-4-yl)thio)methyl)quinazolin-4(3H)-one FC1=C2C(NC(=NC2=CC(=C1)N[C@H]1[C@@H](CCC1)F)CSC1CCOCC1)=O